ClC=1C(=C2C(=NC1N1CC3(CN(C3)C(C=C)=O)CC1)CC(OC2)(C)C)C2=C(C=CC(=C2)O)C (P)-1-(6-(3-chloro-4-(5-hydroxy-2-methylphenyl)-7,7-dimethyl-7,8-dihydro-5H-pyrano[4,3-b]pyridin-2-yl)-2,6-diazaspiro[3.4]octan-2-yl)-2-propen-1-one